BrC1=CC=C(C=C1)C(C)(C)C=1N=C(SC1)NC(=O)NCC1=CC=C(C=C1)N1CCNCC1 1-(4-(2-(4-bromophenyl)-propan-2-yl)thiazol-2-yl)-3-(4-(piperazin-1-yl)benzyl)urea